2-benzothiazole-2-yloxy-N-methylacetanilide S1C(=NC2=C1C=CC=C2)OCC(=O)N(C2=CC=CC=C2)C